OC1=CC(=C(C=C1)\C=C\C(=O)C1=CC=C(C=C1)OC)OC 4-hydroxy-2,4'-dimethoxychalcone